2-(1,2,2,6,6-Pentamethyl-4-piperidyl)-6-[Rac-(3S)-3-methyl-1,2,3,4-tetrahydropyridin-6-Yl]Indazole CN1C(CC(CC1(C)C)N1N=C2C=C(C=CC2=C1)C1=CC[C@@H](CN1)C)(C)C |r|